N-((R)-1-(6-Chloro-7-(2-fluorophenyl)-1-(2-isopropyl-4-methylpyridin-3-yl)-2-oxo-1,2-dihydropyrido[2,3-d]pyrimidin-4-yl)pyrrolidin-3-yl)oxirane-2-carboxamide ClC1=CC2=C(N(C(N=C2N2C[C@@H](CC2)NC(=O)C2OC2)=O)C=2C(=NC=CC2C)C(C)C)N=C1C1=C(C=CC=C1)F